3',5'-difluoroacetophenone FC=1C=C(C=C(C1)F)C(C)=O